N1CC(=CC1)C=1N=C(NC1)C1=NNC2=CC(=CC=C12)C1=C(C=C(C=C1)O)CC 4-(3-(4-(2,5-dihydro-1H-pyrrol-3-yl)-1H-imidazol-2-yl)-1H-indazol-6-yl)-3-ethylphenol